C1(CCCC1)[C@@H]1NC2=CN=CC(=C2[C@@H]([C@H]1C)NC(OCC1=CC=CC=C1)=O)F |r| Benzyl ((2SR,3SR,4RS)-2-cyclopentyl-5-fluoro-3-methyl-1,2,3,4-tetrahydro-1,7-naphthyridin-4-yl)carbamate